C(C)(C)(C)[Si](C)(C)OCC1=C(C=CC(=C1)F)OC1=NC=C(C(=C1B1OC(C(O1)(C)C)(C)C)C)C(F)(F)F tert-butyl-[[5-fluoro-2-[[4-methyl-3-(4,4,5,5-tetramethyl-1,3,2-dioxaborolan-2-yl)-5-(trifluoromethyl)-2-pyridyl]oxy]phenyl]methoxy]-dimethyl-silane